NCCC[Si](O[Si](C)(C)C)(C)C Aminopropyl-Pentamethyldisiloxane